N-[(2R)-1,4-dioxan-2-ylmethyl]-2'-[(2S)-1,4-dioxan-2-ylmethyl]-8'-methyl-2',5'-dihydrospiro[cyclobutane-1,4'-furo[2,3-g]indazole]-7'-carboxamide O1[C@@H](COCC1)CNC(=O)C1=C(C2=C(CC3(C4=CN(N=C24)C[C@@H]2OCCOC2)CCC3)O1)C